tris(3-methylphenyl-amino)triphenylamine CC=1C=C(C=CC1)NC1=C(C(=C(C=C1)N(C1=CC=CC=C1)C1=CC=CC=C1)NC1=CC(=CC=C1)C)NC1=CC(=CC=C1)C